C(#N)C1=CC=C(C=C1)N(CCC1OCC2(CO1)CCN(CC2)C(=O)OC(C)(C)C)CC2=CC(=C(C=C2)OC)F tert-butyl 3-(2-((4-cyanophenyl)(3-fluoro-4-methoxybenzyl)amino)ethyl)-2,4-dioxa-9-azaspiro[5.5]undecane-9-carboxylate